(S)-3-(3-Hydroxy-3-methylbutyl)-1-(2-hydroxypropyl)-5-nitro-1H-benzo[d]imidazol-2(3H)-one OC(CCN1C(N(C2=C1C=C(C=C2)[N+](=O)[O-])C[C@H](C)O)=O)(C)C